(1S,2S)-2-fluoro-N-(6-(6-fluoro-7-isopropyl-5-methyl-1H-indazol-4-yl)imidazo[1,2-a]pyrazin-2-yl)cyclopropane-1-carboxamide F[C@@H]1[C@@H](C1)C(=O)NC=1N=C2N(C=C(N=C2)C2=C3C=NNC3=C(C(=C2C)F)C(C)C)C1